FC(C(=O)OCC)(CC)F Ethyl 2,2-difluorobutyrate